ClC1=C(N(N=C1C(F)(F)F)C1=CC(=CC=C1)C(N(C)C1=CC2=C(N=C(O2)C)C=C1F)=O)OCC1=CC=C(C(=O)O)C=C1 4-[[4-chloro-2-[3-[(5-fluoro-2-methyl-1,3-benzoxazol-6-yl)-methyl-carbamoyl]phenyl]-5-(trifluoromethyl)pyrazol-3-yl]oxymethyl]benzoic acid